tri-thiophosphate P(=S)([S-])([S-])[O-]